FC=1C=C(C#N)C=C(C1)CO[C@@H](CO)CCCCCCCCCCCCCCC (R)-3-fluoro-5-(((1-hydroxyheptadecan-2-yl)oxy)methyl)benzonitrile